C1(=CC=CC=C1)N=NC1=CC=C(OCCCCCCCCCO)C=C1 9-(4-(phenyldiazenyl)phenoxy)-1-nonanol